C1(CC1)[C@H](C)NCC1=C2C(=NC(=C1)C(=O)NC1=CC(=CC=C1)C1(CC(C1)C)C1=NN=CN1C)C=CN2 7-((((S)-1-cyclopropylethyl)amino)methyl)-N-(3-((1s,3R)-3-methyl-1-(4-methyl-4H-1,2,4-triazol-3-yl)cyclobutyl)phenyl)-1H-pyrrolo[3,2-b]pyridine-5-carboxamide